CC=1C=CC=2N(C3=CC=C(C=C3C2C1)C)C1=CC=C(C=C1)C1=C(C(=CC=C1C1=CC=NC=C1)C#N)C1=CC=C(C=C1)N1C2=CC=C(C=C2C=2C=C(C=CC12)C)C 4,4''-bis(3,6-dimethyl-9H-carbazol-9-yl)-6'-(pyridin-4-yl)-[1,1':2',1''-terphenyl]-3'-carbonitrile